Trans-4-((6-(4-chlorophenyl)-2-(pyridin-3-yl)pyrimidin-4-yl)amino)-1-isopropylpyrrolidin-3-ol ClC1=CC=C(C=C1)C1=CC(=NC(=N1)C=1C=NC=CC1)N[C@H]1[C@@H](CN(C1)C(C)C)O